4-methyl-1H-furo[3,4-c]Pyridin-3-one CC1=NC=CC2=C1C(OC2)=O